4-carboxy-1-oxobutan C(=O)(O)CCCC=O